1-Benzylnaphthalene-1,8-diamine C(C1=CC=CC=C1)C1(CC=CC2=CC=CC(=C12)N)N